C(C)(C)(C)C(CCC)N(NC(C1=C(C(=CC=C1)OC)C)=O)C(C1=CC(=C(C(=C1)OC)C)OC)=O 3,5-Dimethoxy-4-methyl-benzoic acid N-(1-tert-butyl-butyl)-N'-(3-methoxy-2-methyl-benzoyl)-hydrazide